N1N=NC(=C1)COC1=CC(=C(C=C1)N1CCN(CC1)CCN1C(SC=2C=3N(C(=NC21)N)N=C(N3)C=3OC=CC3)=O)F 3-(2-(4-(4-((1H-1,2,3-triazol-4-yl)methoxy)-2-fluorophenyl)-piperazin-1-yl)ethyl)-5-amino-8-(furan-2-yl)thiazolo[5,4-e][1,2,4]Triazolo[1,5-c]Pyrimidin-2(3H)-one